C1(=CC=CC=C1)C(C1NCCC1)(O[Si](C)(C)C)C1=CC=CC=C1 2-(diphenyl((trimethylsilyl)oxy)methyl)pyrrolidine